COCCCC(=O)NCC(=O)OCC1=CC=CC=C1 benzyl (4-methoxybutanoyl)glycinate